Benzyl (2-(1-(2-(Pyridin-4-Ylamino)Pyrimidin-4-yl)Piperidin-4-yl)Ethyl)Carbamate N1=CC=C(C=C1)NC1=NC=CC(=N1)N1CCC(CC1)CCNC(OCC1=CC=CC=C1)=O